CC=1N=NN(C1C=1C=2N(N=C(C1)N1[C@@H](COCC1)C)C(=NC2I)C2=CC=NN2C2OCCCC2)C (3R)-4-[4-(dimethyl-1H-1,2,3-triazol-5-yl)-5-iodo-7-[1-(oxan-2-yl)-1H-pyrazol-5-yl]imidazo[1,5-b]pyridazin-2-yl]-3-methylmorpholine